(2S)-4-[(2R)-3-(3,4-dihydro-1H-isoquinolin-2-yl)-2-hydroxy-propyl]-8-[1-(2-fluoroethyl)azetidin-3-yl]oxy-2-methyl-2,3-dihydro-1,4-benzoxazepin-5-one C1N(CCC2=CC=CC=C12)C[C@H](CN1C[C@@H](OC2=C(C1=O)C=CC(=C2)OC2CN(C2)CCF)C)O